methoxy-5'-methyl-[1,1'-biphenyl]-3-carboxylate COC1=C(C=CC=C1C(=O)[O-])C1=CC=CC(=C1)C